thiazol-4-ylmethyl 4-(6-(thiazol-5-yl)pyrazolo[1,5-a]pyrimidin-3-yl)piperidine-1-carboxylate S1C=NC=C1C=1C=NC=2N(C1)N=CC2C2CCN(CC2)C(=O)OCC=2N=CSC2